(1-(1-(4-fluorophenyl)pyrrolidin-3-yl)-1H-pyrazol-4-yl)methylamine hydrochloride Cl.FC1=CC=C(C=C1)N1CC(CC1)N1N=CC(=C1)CN